C(=CC=CC=CCC)O octatrien-1-ol